1-{[(1R)-1-(2,2-difluoro-1,3-benzodioxol-5-yl)ethyl]Carbamoyl}-4-oxo-azetidine-2-carboxylic acid 4-methoxybenzyl ester COC1=CC=C(COC(=O)C2N(C(C2)=O)C(N[C@H](C)C2=CC3=C(OC(O3)(F)F)C=C2)=O)C=C1